3-(difluoromethyl)-1-[4-(4-piperidyloxymethyl)cyclohexyl]pyrazol-4-amine FC(C1=NN(C=C1N)C1CCC(CC1)COC1CCNCC1)F